ClC1=C(COCCOCC=2N=C(SC2)N(CC2=CC(=CC=C2)OC)CC2=CC(=CC=C2)OC)C=CC=C1 4-((2-((2-chlorobenzyl)oxy)ethoxy)methyl)-N,N-bis(3-methoxybenzyl)thiazol-2-amine